5-(2-chloro-6-methylpyrimidin-4-yl)-N-(5-((4-methylpiperazin-1-yl)methyl)pyridin-2-yl)thiazol-2-amine ClC1=NC(=CC(=N1)C1=CN=C(S1)NC1=NC=C(C=C1)CN1CCN(CC1)C)C